BrC1=CC=C(OC(ON=[N+](N(CC)CC)[O-])ON=[N+](N(CC)CC)[O-])C=C1 7-(4-bromophenoxy)-3,11-diethyl-6,8-dioxa-3,4,5,9,10,11-hexaazatridec-4,9-dien 4,10-dioxide